COC=1C=C2C(=NC=NC2=CC1OC)N1CCC(CCC1)CCCP([O-])([O-])=O.[Na+].[Na+] sodium (3-(1-(6,7-dimethoxyquinazolin-4-yl)azepan-4-yl)propyl)phosphonate